C1=CC(=C(C(=C1)S(=O)(=O)O)C(=O)O)C(=O)O sulfophthalic acid